C(C)(=O)NC(C(=O)N[C@@H]1B(OC2=C(C1)C=CC=C2C(=O)O)O)C2=CC=C(C=C2)P(=O)(O)O (3R)-3-(2-acetamido-2-(4-phosphonophenyl)acetamido)-2-hydroxy-3,4-dihydro-2H-benzo[e][1,2]oxaborinine-8-carboxylic acid